CC([C@H](O)[C@@](O)([C@H](O)[C@](O)(CO)C)C)(O)Cl 1,3,5-trimethyl-chloro-glucitol